C1(CC1)NC(C1=C(C=C(C=C1OC)C1=CN=C2N1C=C(C(=C2)C=2CCOCC2)OCCO)OC(F)F)=O N-cyclopropyl-2-(difluoromethoxy)-4-[7-(3,6-dihydro-2H-pyran-4-yl)-6-(2-hydroxyethoxy)imidazo[1,2-a]pyridin-3-yl]-6-methoxy-benzamide